NC1=C2C(=NC=N1)N(N=C2C=C)C(C)C=2C(=C(C(=C(C2)Cl)C)C2CN(C2)C(=O)OC(C)(C)C)OC tert-Butyl 3-{3-[1-(4-amino-3-vinyl-1H-pyrazolo[3,4-d]pyrimidin-1-yl)ethyl]-5-chloro-2-methoxy-6-methylphenyl}azetidine-1-carboxylate